C(C=C)(=O)OCCCCCCCCCCCCCCCCC[Si](C)(C)Br acryloyloxyheptadecyl-bromodimethylsilane